N-(3,5-dimethylbenzo[d]isoxazol-6-yl)acetamide CC1=NOC2=C1C=C(C(=C2)NC(C)=O)C